BrCCCCCCC(C(=O)OC(CCCCCCCC)CCCCCCCC)(C)C 1-octylnonyl 8-bromo-2,2-dimethyl-octanoate